O=CCC1=C(NC=C1)C(=O)OC(C)(C)C tert-Butyl 3-(2-oxoethyl)-1H-pyrrole-2-carboxylate